4-(2'-fluoro-[1,1'-biphenyl]-4-yl)-N-(1H-pyrrol-3-yl)butanamide FC1=C(C=CC=C1)C1=CC=C(C=C1)CCCC(=O)NC1=CNC=C1